e-2-nonenal C(\C=C\CCCCCC)=O